C(CCCCCCC\C=C/CCCCCCCC)(=O)OCCCNCCCOC(CCCCCCC\C=C/CCCCCCCC)=O di(oleoyloxypropyl)amine